[Cl-].C[N+](CCC[SiH](OC)OC)(CCCCCCCCCCCCCC)CCCCCCCCCCCCCC methylbistetradecyl-[3-(dimethoxysilyl)propyl]ammonium chloride